C(CCCCCCCCCCCCC)[N+]1=CC=CC=C1 myristyl-pyridinium